ClC1=NC(=C2N=CN(C2=N1)[C@@H]1O[C@@H]([C@H]([C@H]1O)O)CO)N1CC2(C(C3=CC=CC=C3C2)=O)C1 1-[2-chloro-9-[(2R,3R,4S,5R)-3,4-dihydroxy-5-(hydroxymethyl)tetrahydrofuran-2-yl]purin-6-yl]spiro[azetidine-3,2'-indane]-1'-one